NC1=C2C(=NC=N1)N(N=C2C2=CC=C(C=C2)OC2=CC=CC=C2)C2CCN(CC2)CC=2N=CC(=NC2)C2C(NC(CC2)=O)=O 3-(5-((4-(4-amino-3-(4-phenoxyphenyl)-1H-pyrazolo[3,4-d]pyrimidin-1-yl)piperidin-1-yl)methyl)pyrazin-2-yl)piperidine-2,6-dione